N-(3-bromo-5-(methylsulfonamido)phenyl)-4-(2-hydroxyphenyl)thiophene-2-carboxamide BrC=1C=C(C=C(C1)NS(=O)(=O)C)NC(=O)C=1SC=C(C1)C1=C(C=CC=C1)O